C1(CC1)C(=O)N1CCC2=CC(=CC=C12)C=1N=C(SC1C)C(=O)OCC ethyl 4-(1-(cyclopropanecarbonyl)indolin-5-yl)-5-methylthiazole-2-carboxylate